butyl 2-formylmorpholine-4-carboxylate C(=O)C1CN(CCO1)C(=O)OCCCC